ClC1=NC=C2N(C(N(C2=N1)C=1C(=NC=CC1C)C(C)C)=O)C 2-chloro-9-(2-isopropyl-4-methylpyridin-3-yl)-7-methyl-7,9-dihydro-8H-purin-8-one